2-((1s,2r)-1-(2-cyanophenyl)-1-(1,3,5-trimethyl-1H-pyrazol-4-yl)propan-2-yl)-5-hydroxy-N-(isoxazol-4-yl)-1-methyl-6-oxo-1,6-dihydropyrimidine-4-carboxamide C(#N)C1=C(C=CC=C1)[C@H]([C@@H](C)C=1N(C(C(=C(N1)C(=O)NC=1C=NOC1)O)=O)C)C=1C(=NN(C1C)C)C